7-iodo-4-methoxy-2,3-dihydro-1H-inden-1-one IC=1C=CC(=C2CCC(C12)=O)OC